S(=S)(=O)(OC(C)C)[O-] isopropyl thiosulfate